N3,N5-Dimethyl-1H-pyrazole-3,5-dicarboxamide CNC(=O)C1=NNC(=C1)C(=O)NC